C(C)(C)(C)OC(=O)N1C[C@H](OCCC1)C(NC(CC12CCC(CC1)(CC2)C2=CC=C(C=C2)C#N)C#N)=O.C(C2=CC=CC=C2)NC(=O)C2(C=CC1=CC=CC=C21)CO N-benzyl-1-(hydroxymethyl)indene-1-carboxamide tert-butyl-(2S)-2-((1-cyano-2-(4-(4-cyanophenyl)bicyclo[2.2.2]octan-1-yl)ethyl)carbamoyl)-1,4-oxazepane-4-carboxylate